C(C=C)(=O)N1C[C@@H](N(CC1)C=1C2=C(N(C(N1)=O)C1=C(C=CC=C1S(=O)(=O)C)C(C)C)N=C(C(=C2)F)C2=CC=NN2)C (S)-4-(4-acryloyl-2-methylpiperazin-1-yl)-6-fluoro-1-(2-isopropyl-6-(methylsulfonyl)phenyl)-7-(1H-pyrazol-5-yl)pyridino[2,3-d]pyrimidin-2(1H)-one